(1r,4r)-4-((5-(imidazo[1,2-b]pyridazin-6-yl)-4-(methylamino)-7H-pyrrolo[2,3-d]pyrimidin-2-yl)amino)-N,N-dimethylcyclohexane-1-carboxamide N=1C=CN2N=C(C=CC21)C2=CNC=1N=C(N=C(C12)NC)NC1CCC(CC1)C(=O)N(C)C